NC1=CC(=C(CNC(=O)N2CCC3(NC4=CC=C(C=C4C(C3)=O)F)CC2)C=C1F)F N-(4-amino-2,5-difluorobenzyl)-6'-fluoro-4'-oxo-3',4'-dihydro-1'h-spiro[piperidine-4,2'-quinoline]-1-carboxamide